ethene C=C